ClC1=C(C2=C(C3=C(N=C(N(C3=O)CC3=CN=C(O3)C3CC3)C3=C(C=C(C=C3)F)C3CC3)S2)C=C1)O 7-chloro-2-(2-cyclopropyl-4-fluorophenyl)-3-((2-cyclopropyloxazol-5-yl)methyl)-8-hydroxybenzo[4,5]thieno[2,3-d]pyrimidin-4(3H)-one